BrC=1C(=C(C=C(C1)OCC1(COC1)C)C=1C(=NN(C1C)C)C)F 4-(3-Bromo-2-fluoro-5-((3-methyloxetan-3-yl)methoxy)phenyl)-1,3,5-trimethyl-1H-pyrazole